C(#N)C=1C=C(C=C2CC(CC12)CNCC[C@@H]1CN(C(O1)=O)C1=NC2=C(OCC(N2)=O)N=C1)NC([C@@H](C)N(C)C)=O (2R)-N-[7-cyano-2-[[2-[(5R)-2-oxo-3-(3-oxo-4H-pyrazino[2,3-b][1,4]oxazin-6-yl)oxazolidin-5-yl]ethylamino]methyl]indan-5-yl]-2-(dimethylamino)propanamide